(E)-3-(3-(trifluoromethyl)benzylidene)indol-2-one FC(C=1C=C(\C=C/2\C(NC3=CC=CC=C23)=O)C=CC1)(F)F